1-(4-(2-(2-(3-((dimethylamino)methyl)imidazo[1,2-a]pyridin-6-yl)-5-fluorophenoxy)ethyl)-1,5-dimethyl-1H-pyrazol-3-yl)-2-methylpropan-1-one CN(C)CC1=CN=C2N1C=C(C=C2)C2=C(OCCC=1C(=NN(C1C)C)C(C(C)C)=O)C=C(C=C2)F